ClC=1C=CC(=C(C1)C1=CC=C(N=N1)C)F 6-(5-chloro-2-fluorophenyl)-3-methylpyridazin